tert-butyl (3-((4-(2-amino-1H-benzo[d]imidazol-7-yl)-2-(N,N-bis(4-methoxybenzyl)sulfamoyl)-3-(2-(4-methoxybenzyl)-2H-tetrazol-5-yl)phenyl)sulfonyl)cyclobutyl)carbamate NC1=NC2=C(N1)C(=CC=C2)C2=C(C(=C(C=C2)S(=O)(=O)C2CC(C2)NC(OC(C)(C)C)=O)S(N(CC2=CC=C(C=C2)OC)CC2=CC=C(C=C2)OC)(=O)=O)C=2N=NN(N2)CC2=CC=C(C=C2)OC